COC=1C=C(N=NC1)C(C)NC=O N-(1-(5-methoxypyridazin-3-yl)ethyl)formamide